ethyl 3-hydroxy-4-acetamidobenzoate OC=1C=C(C(=O)OCC)C=CC1NC(C)=O